N-methyl-3,4-(methylenedioxy)benzylamine CNCC1=CC2=C(C=C1)OCO2